C(C)(C)(C)OC(=O)N(C(OC(C)(C)C)=O)C=1N(N=CC1C#N)C(C)C tert-Butyl N-tert-butoxycarbonyl-N-(4-cyano-2-isopropyl-pyrazol-3-yl)carbamate